CC1=CC(=NC=2N1C=C(N2)C(=O)O)C 5,7-dimethylimidazo[1,2-a]pyrimidine-2-carboxylic acid